C(C)(C)(C)OC(=O)N([C@H]1C=2C=CC(=NC2CCC1)C(=O)OCC)CCC1=C(C=CC=C1)OCC1=C(C=C(C=C1)C1=CC=C(C=C1)C(F)(F)F)Cl |r| racemic-ethyl 5-{(tert-butoxycarbonyl)[2-(2-{[3-chloro-4'-(trifluoromethyl)-biphenyl-4-yl]methoxy}phenyl)ethyl]amino}-5,6,7,8-tetrahydroquinoline-2-carboxylate